C(C)(C)(C)N(C(O)=O)[C@@H](C(C)(C)OC)C1=NC=C(C=C1)F.N1CCC(CC1)OC1=CC=C(C=C1)N1CCOCC1 |r| 4-{4-[(piperidin-4-yl)oxy]phenyl}morpholine tert-butyl-rac-(1-(5-fluoropyridin-2-yl)-2-methoxy-2-methylpropyl)carbamate